(R)-3-((5-bromo-3-fluoro-2-nitrophenyl)amino)butyric acid methyl ester COC(C[C@@H](C)NC1=C(C(=CC(=C1)Br)F)[N+](=O)[O-])=O